C1=CC=C(C(=C1)CCO)O The molecule is a phenol that is 2-phenylethanol in which the phenyl ring is substituted at position 2 by a hydroxy group. It has a role as a metabolite. It derives from a 2-phenylethanol.